2-{3-[(4-methanesulfonyl-phenyl)amino]prop-1-yn-1-yl}-N-[1-(1-methylpyrrolidin-3-yl)piperidin-4-yl]-1-(2,2,2-trifluoroethyl)-1H-indol-4-amine CS(=O)(=O)C1=CC=C(C=C1)NCC#CC=1N(C=2C=CC=C(C2C1)NC1CCN(CC1)C1CN(CC1)C)CC(F)(F)F